(±)-2-(4-(3-(4,5-dichloro-1-methyl-1H-indole-2-carboxamido)oxetan-3-yl)phenyl)butanoic acid ClC1=C2C=C(N(C2=CC=C1Cl)C)C(=O)NC1(COC1)C1=CC=C(C=C1)[C@H](C(=O)O)CC |r|